[Si].[Na].OCCCC(=O)O gamma-hydroxybutyric acid sodium-silicon